((4-cyclopropyl-5-fluoro-2-(N-methylmethanesulfonamido)phenyl)amino)-N-ethoxynicotinamide C1(CC1)C1=CC(=C(C=C1F)NC1=C(C(=O)NOCC)C=CC=N1)N(S(=O)(=O)C)C